FC=1C(=C(C(=CC1)F)C=1C(=CN(C1C(C1=CC=C(C=C1)CCCCCCCCCCO)=O)C)C(=O)O)C 4-(3,6-Difluoro-2-methylphenyl)-5-[4-(10-hydroxydecyl)benzoyl]-1-methylpyrrole-3-carboxylic acid